ClC1=C(C=CC=C1C1C(NC(CC1)=O)=O)C1=CC=C(C=C1)CC=1C=NC=NC1 3-(2-chloro-4'-(pyrimidin-5-ylmethyl)-[1,1'-biphenyl]-3-yl)piperidine-2,6-dione